CC=1NC2=CC=C(C=C2C1)C=1SC=2C(=NC=C(C2)C=2CCN(CC2)C(=O)OC(C)(C)C)N1 tert-butyl 4-[2-(2-methylindol-5-yl) thiazolo[4,5-b]pyridin-6-yl]-3,6-dihydro-2H-pyridine-1-carboxylate